NC1=C(C(=NC(=N1)SC)N1CC2CCC(C1)N2C(=O)OC(C)(C)C)Br tert-Butyl 3-[6-amino-5-bromo-2-(methylsulfanyl)pyrimidin-4-yl]-3,8-diazabicyclo[3.2.1]octane-8-carboxylate